(Z)-ethyl 2-bromo-2-(2-(2-((triisopropylsilyl)oxy)ethyl)hydrazono)acetate Br\C(\C(=O)OCC)=N/NCCO[Si](C(C)C)(C(C)C)C(C)C